Ethyl (2S)-2-amino-4-(methylsulfinyl)-2-(2-nitrophenyl)butanoate N[C@@](C(=O)OCC)(CCS(=O)C)C1=C(C=CC=C1)[N+](=O)[O-]